OCC=1N=C(NC1CO)C1=CC=CC=C1 4,5-Dihydroxymethyl-2-phenyl-1H-imidazole